tert-butyl (R,Z)-3-(4-(trifluoromethyl)styryl)pyrrolidine-1-carboxylate FC(C1=CC=C(\C=C/[C@@H]2CN(CC2)C(=O)OC(C)(C)C)C=C1)(F)F